OC1(CCOCC1)C1=CC=C(C=C1)N1CC=2C(=NC=CC2C1=O)C1=C(C=CC=C1)OCC(F)(F)F 2-[4-(4-hydroxyoxan-4-yl)phenyl]-4-[2-(2,2,2-trifluoroethoxy)phenyl]-2,3-dihydro-1H-pyrrolo[3,4-c]pyridin-1-one